C(#N)C=1C=C(C=NC1OC(F)F)NC(=O)[C@H]1C[C@@](C2=C1C=NC=1N2N=C(C1)F)(C)C=1C=NN(C1)C(F)F (6S,8S)-N-(5-cyano-6-(difluoromethoxy)pyridin-3-yl)-8-(1-(difluoromethyl)-1H-pyrazol-4-yl)-2-fluoro-8-methyl-7,8-dihydro-6H-cyclopenta[e]pyrazolo[1,5-a]pyrimidine-6-carboxamide